ClC=1C=C2C(=CC(=NC2=CC1)C(F)(F)F)N[C@@H]1C[C@@H](CCC1)NC(=O)N1CC2(CC2)C1 N-[(1R,3S)-3-{[6-chloro-2-(trifluoromethyl)quinolin-4-yl]amino}cyclohexyl]-5-azaspiro[2.3]hexane-5-carboxamide